C(N)(=O)[C@H]1N2C(N([C@H](C=C1C)C2)OC(C(=O)OCC)F)=O ethyl {[(2S,5R)-2-carbamoyl-3-methyl-7-oxo-1,6-diazabicyclo[3.2.1]oct-3-en-6-yl]oxy}(fluoro)acetate